ClC=1C(=NC(=NC1)N[C@H]1[C@@H]([C@H]2CC[C@@H](C1)O2)O)C=2C=C(C1=C(N(C(=N1)[C@H]1CN(CC1)C(=O)OC)C(C)C)C2)F Methyl (R)-3-(6-(5-chloro-2-(((1R,2S,3R,5S)-2-hydroxy-8-oxabicyclo[3.2.1]octan-3-yl)amino)pyrimidin-4-yl)-4-fluoro-1-isopropyl-1H-benzo[d]imidazol-2-yl)pyrrolidine-1-carboxylate